(difluoromethoxy)-5-methoxy-N-methylanilineid FC(OC1=C([N-]C)C=C(C=C1)OC)F